C(=O)(OC(C)(C)C)NCCCN (l)-N-boc-1,3-diaminopropane